C1(=CC=CC=C1)[Si]1(C2=C(C3=C1C=CC=C3)C=C(C=C2)B2OC(C(O2)(C)C)(C)C)C2=CC=CC=C2 5,5-diphenyl-2-(4,4,5,5-tetramethyl-1,3,2-dioxaborolan-2-yl)-5H-dibenzo[b,d]silole